C(=O)(OC(C)(C)C)N1C(=CC2=CC(=CC=C12)C)B(O)O 1-BOC-5-METHYL-1H-INDOLE-2-BORONIC ACID